ClC=1C2=C(C3=C(CN(S(N3)(=O)=O)CC3=CC(=CC=C3)F)C1)NC=C2Cl 6,7-dichloro-3-[(3-fluorophenyl)methyl]-4,9-dihydro-1H-pyrrolo[3,2-h][2,1,3]benzothiadiazine 2,2-dioxide